C(C=C)(=O)N1C(CC(CC1)N1C=NC=2C(=NC=3C(=C(C(=CC3C21)Cl)C2=CC=CC1=CC=CC=C21)F)N2CC(C2)N(C)C)CC#N 2-(1-acryloyl-4-(8-chloro-4-(3-(dimethylamino)azetidin-1-yl)-6-fluoro-7-(naphthalen-1-yl)-1H-imidazo[4,5-c]quinolin-1-yl)piperidin-2-yl)acetonitrile